ClC=1C=C(C=CC1F)NC(N(C)C1CS(CC=2NC(C=3C=C(C=CC3C21)F)=O)=O)=O 3-(3-chloro-4-fluorophenyl)-1-(8-fluoro-3-oxo-6-oxo-1,4,5,6-tetrahydro-2H-thiopyrano[3,4-c]isoquinolin-1-yl)-1-methylurea